4-(2,5-dichloropyridin-3-yl)morpholine ClC1=NC=C(C=C1N1CCOCC1)Cl